2-Phenyl-4-((1-(2-(piperazin-1-yl)ethyl)-1H-pyrazol-4-yl)amino)pyrimido[4,5-d]pyridazin-5(6H)-on Hydrochlorid Cl.C1(=CC=CC=C1)C=1N=C(C2=C(C=NNC2=O)N1)NC=1C=NN(C1)CCN1CCNCC1